4-benzyl-2-(chloromethyl)-1,4-oxazepane C(C1=CC=CC=C1)N1CC(OCCC1)CCl